CN1N=C(C=C1C)[C@@](C)(C#C)O |o1:7| (R)- or (S)-2-(1,5-Dimethyl-1H-pyrazol-3-yl)-but-3-yn-2-ol